N-{(2S,3S)-1-(azetidine-1-carbonyl)-2-[(3-benzylphenyl)methyl]pyrrolidin-3-yl}ethanesulfonamide N1(CCC1)C(=O)N1[C@H]([C@H](CC1)NS(=O)(=O)CC)CC1=CC(=CC=C1)CC1=CC=CC=C1